iron-chromium aluminum tungsten [W].[Al].[Cr].[Fe]